2-chloro-4-(3-fluoro-phenoxy)-pyrimidine ClC1=NC=CC(=N1)OC1=CC(=CC=C1)F